2-[2-[2-(2-phenoxyethoxy)ethoxy]ethoxy]-N-[2-[2-[2-(2-phenoxyethoxy)ethoxy]ethoxy]ethyl]ethanamine O(C1=CC=CC=C1)CCOCCOCCOCCNCCOCCOCCOCCOC1=CC=CC=C1